[Br-].CC1=CC=[N+](C=C1)CC(=O)NN 4-methyl-1-(2-hydrazino-2-oxoethyl)-pyridinium bromide